FC(C(C=CC(C(F)(F)F)(F)F)(F)F)(F)F (E or Z)-1,1,1,2,2,5,5,6,6,6-decafluoro-3-hexene